COC1=CC=CC2=C1C(=CO2)C[C@H](NC(CSC)=O)B(O)O [(1R)-2-(4-methoxybenzofuran-3-yl)-1-[(2-methylsulfanylacetyl)amino]ethyl]boronic acid